Cl.C(C)OC(C(CC(C)N)(C)C1=CC=C(C=C1)C1=CC=CC=C1)=O ([1,1'-biphenyl]-4-yl)-4-amino-2-methylpentanoic acid ethyl ester hydrochloride